Cl.N[C@@]1(C[C@H](CCC1)C)C(=O)OC methyl (1S,3S)-1-amino-3-methylcyclohexane-1-carboxylate hydrochloride